C(C1=CC=CC=C1)S(=O)(=O)N1CCN(CC1)C=1C=C2C=NN(C2=CC1)C=1C=C(C(=C(C1)O)F)F 5-(5-(4-(Benzylsulfonyl)piperazin-1-yl)-1H-indazol-1-yl)-2,3-difluorophenol